FC=1C=C(C=C(C1)C(NC)=O)B(O)O (3-fluoro-5-(methylcarbamoyl)phenyl)boronic acid